Cl.CC1(CNC1)C 3,3-Dimethylazetidine hydrochloride